ClC1=C(C(=O)N[C@H](C(=O)O)CNC(=O)N[C@@H]2CCC3=CC=CC=C23)C(=CC(=C1)C(NCC1=CC(=CC=C1)Cl)=O)Cl (S)-2-(2,6-dichloro-4-(3-chlorobenzylcarbamoyl)benzamido)-3-(3-((R)-2,3-dihydro-1H-inden-1-yl)ureido)propanoic acid